4-amino-3,5-dinitro-1H-pyrazole NC=1C(=NNC1[N+](=O)[O-])[N+](=O)[O-]